C[C@@H]1C[C@H](NC1=O)COC1=NC=CC2=CC(=C(C=C12)OC(C)C)C(=O)N 1-{[(2S,4R)-4-methyl-5-oxopyrrolidin-2-yl]methoxy}-7-(propan-2-yloxy)isoquinoline-6-carboxamide